3-hydroxy-2,4,6-tris-hydroxybenzoic acid OC=1C(=C(C(=O)O)C(=CC1O)O)O